(S)-1-(3-(8-Amino-1-(naphthalen-2-yl)imidazo[1,5-a]pyrazin-3-yl)pyrrolidin-1-yl)propane NC=1C=2N(C=CN1)C(=NC2C2=CC1=CC=CC=C1C=C2)[C@@H]2CN(CC2)CCC